(13S,15S,Z)-4-fluoro-16-(hydroxymethylene)-13-methyl-15-(3-oxo-3-(8-oxa-2-azaspiro[4.5]decan-2-yl)propyl)-6,7,8,9,11,12,13,14,15,16-decahydro-17H-cyclopenta[a]phenanthren-17-one FC1=CC=CC=2C3CC[C@@]4(C(\C(\[C@H](C4C3CCC12)CCC(N1CC2(CC1)CCOCC2)=O)=C/O)=O)C